C(C)(C)C=1C=2N(C=CC1)N=C(C2)[C@@H]2N(CCC1=C2N=CN1)C=1OC(=NN1)C1(CC1)C (R)-2-(4-(4-isopropylpyrazolo[1,5-a]pyridin-2-yl)-1,4,6,7-tetrahydro-5H-imidazo[4,5-c]pyridin-5-yl)-5-(1-methylcyclopropyl)-1,3,4-oxadiazole